4-((2-cyano-5H-dibenzo[b,f]azepin-5-yl)methyl)-N-hydroxybenzamide C(#N)C1=CC2=C(N(C3=C(C=C2)C=CC=C3)CC3=CC=C(C(=O)NO)C=C3)C=C1